N-((5-(5-(difluoromethyl)-1,3,4-oxadiazol-2-yl)pyridin-2-yl)methyl)-3-fluoro-1-(1-methylpiperidin-4-yl)-N-phenylazetidine-3-carboxamide FC(C1=NN=C(O1)C=1C=CC(=NC1)CN(C(=O)C1(CN(C1)C1CCN(CC1)C)F)C1=CC=CC=C1)F